((R)-2-((4-acetamidophenylethyl)amino)-4-phenylbutyryl)-L-alanine methyl ester COC([C@@H](NC([C@@H](CCC1=CC=CC=C1)NCCC1=CC=C(C=C1)NC(C)=O)=O)C)=O